ClC=1N=C(C2=C(N1)N=C(C(=C2)C)C)C2=CCC(CC2)C(F)F.[O].[Cd].[Zn] Zinc-cadmium oxygen 2-chloro-4-[4-(difluoromethyl)cyclohexen-1-yl]-6,7-dimethyl-pyrido[2,3-d]pyrimidine